2-(3,4-dichlorophenyl)benzimidazole ClC=1C=C(C=CC1Cl)C=1NC2=C(N1)C=CC=C2